C(C)(=O)N1[C@@H](CN(C[C@@H]1C)C(=O)OC(C)(C)C)C1=CC(=NC(=C1)Cl)Br (3R,5S)-tertbutyl 4-acetyl-3-(2-bromo-6-chloropyridin-4-yl)-5-methylpiperazine-1-carboxylate